2-(4-cyano-2-methoxy-phenoxy)-N-[3-(methylsulfonyl)phenyl]-5-(trifluoromethyl)pyridine-3-carboxamide C(#N)C1=CC(=C(OC2=NC=C(C=C2C(=O)NC2=CC(=CC=C2)S(=O)(=O)C)C(F)(F)F)C=C1)OC